O=C1O[C@H]2[C@H](CN(CC2)C(=O)OC(C)(C)C)N1 tert-butyl (3aS,7aR)-2-oxo-3,3a,4,6,7,7a-hexahydrooxazolo[4,5-c]pyridine-5-carboxylate